OC(C)(P([O-])(=O)[O-])P([O-])(=O)[O-] 1-Hydroxyethan-1,1-diphosphonat